FC([C@H](C1=CN(C2=CC(=C(C=C12)F)C1=C(C=CC=C1)C(F)(F)F)CC(C)(C)C)NS(=O)(=O)N1CC(C1)F)F (S)-N-(2,2-difluoro-1-(5-fluoro-1-neopentyl-6-(2-(trifluoromethyl)phenyl)-1H-indol-3-yl)ethyl)-3-fluoroazetidine-1-sulfonamide